N-(4-{1-[(2,3-dimethoxyphenyl)carbonyl]piperidin-4-yl}butyl)imidazo[1,2-a]pyridine-6-carboxamide COC1=C(C=CC=C1OC)C(=O)N1CCC(CC1)CCCCNC(=O)C=1C=CC=2N(C1)C=CN2